C1CC2=CC=CC=C2C1N (+/-)-1-aminoindan